methyl 2-(1-(N-methoxycarbonylmethyl-(toluene-4-sulfonyl)-amino) ethyl)-4-phenoxybenzoate COC(=O)CN(C(C)C1=C(C(=O)OC)C=CC(=C1)OC1=CC=CC=C1)S(=O)(=O)C1=CC=C(C)C=C1